1-(2,6-diazaspiro[3.4]octan-6-yl)prop-2-en-1-one tert-butyl-(1-((6-(2-hydroxypropan-2-yl)pyridin-3-yl)methyl)-1H-pyrazol-4-yl)carbamate C(C)(C)(C)N(C(O)=O)C=1C=NN(C1)CC=1C=NC(=CC1)C(C)(C)O.C1NCC12CN(CC2)C(C=C)=O